2-hydroxyethyl-isotridecyl-oxypropyl-amine OCCNCCCOCCCCCCCCCCC(C)C